2,2-bis(bromoethyl)-1,3-propylene glycol BrCCC(CO)(CO)CCBr